(3-hydroxypropyl)amino-1,3-dimethyluracil OCCCNC=1C(N(C(N(C1)C)=O)C)=O